4-(2,5-dioxo-2,5-dihydro-1H-pyrrol-1-yl)butyric anhydride O=C1N(C(C=C1)=O)CCCC(=O)OC(CCCN1C(C=CC1=O)=O)=O